NC1=NC=C(C2=C1C(=NN2C)C2=CC(=C(C=C2)NS(=O)(=O)C(F)F)O[C@@H](C)C2=CC=C(C=C2)F)C=2C=NN(C2)CCCCCCCCCO N-(4-{4-amino-7-[1-(9-hydroxynonyl)-1H-pyrazol-4-yl]-1-methyl-1H-pyrazolo[4,3-c]pyridin-3-yl}-2-[(1S)-1-(4-fluorophenyl)ethoxy]phenyl)-1,1-difluoromethanesulfonamide